(S)-1-(6-chloro-4-isopropyl-2,7-naphthyridin-1-yl)azetidine-2-carboxylic acid methyl ester COC(=O)[C@H]1N(CC1)C1=NC=C(C2=CC(=NC=C12)Cl)C(C)C